C(CCC)C1=CC=C(OC2=CC(=C(C(=O)O)C=C2)C)C=C1 4-(4-butylphenoxy)-2-methylbenzoic acid